(E)-2-nonenal C(\C=C\CCCCCC)=O